4-Bromo-7-chloro-1H-benzo[d]imidazole BrC1=CC=C(C=2NC=NC21)Cl